Isopropyl (2S)-2-[[(2S)-3-[3,5-bis(2-hydroxyethylsulfanyl)phenyl]-2-(tert-butoxy carbonylamino)propanoyl]amino]-3-(4-fluorophenyl)propanoate OCCSC=1C=C(C=C(C1)SCCO)C[C@@H](C(=O)N[C@H](C(=O)OC(C)C)CC1=CC=C(C=C1)F)NC(=O)OC(C)(C)C